CC1=CC=C(OC=2C=C(C=CC2)B(O)O)C=C1 3-(4-methylphenoxy)phenylboronic acid